C(C)(C)(C)C1N2C(C3=CC(=C(C=C3C1)OCCCOC)Cl)=CC(C(=C2)NS(=O)(=O)CC(F)(F)F)=O N-(6-(tert-butyl)-10-chloro-9-(3-methoxypropoxy)-2-oxo-6,7-dihydro-2H-pyrido[2,1-a]isoquinolin-3-yl)-2,2,2-trifluoroethane-1-sulfonamide